CCCCCCCCCCCCCCCCCC(=O)N[C@@H](CO[C@H]1[C@@H]([C@H]([C@@H]([C@H](O1)CO)O[C@H]2[C@@H]([C@H]([C@H]([C@H](O2)CO)O[C@H]3[C@@H]([C@H]([C@H]([C@H](O3)CO)O)O[C@H]4[C@@H]([C@H]([C@H]([C@H](O4)CO)O)O[C@@]5(C[C@@H]([C@H]([C@@H](O5)[C@@H]([C@@H](CO)O[C@@]6(C[C@@H]([C@H]([C@@H](O6)[C@@H]([C@@H](CO)O)O)NC(=O)C)O)C(=O)O)O)NC(=O)C)O)C(=O)O)O)NC(=O)C)O[C@@]7(C[C@@H]([C@H]([C@@H](O7)[C@@H]([C@@H](CO)O[C@@]8(C[C@@H]([C@H]([C@@H](O8)[C@@H]([C@@H](CO)O)O)NC(=O)C)O)C(=O)O)O)NC(=O)C)O)C(=O)O)O)O)O)[C@@H](/C=C/CCCCCCCCCCCCC)O The molecule is an alpha-Neu5Ac-(2->8)-alpha-Neu5Ac-(2->3)-beta-Gal-(1->3)-beta-GalNAc-(1->4)-[alpha-Neu5Ac-(2->8)-alpha-Neu5Ac-(2->3)]-beta-Gal-(1->4)-beta-Glc-(1<->1')-Cer in which the ceramide N-acyl group is specified as octadecanoyl. It is a conjugate acid of an alpha-Neu5Ac-(2->8)-alpha-Neu5Ac-(2->3)-beta-Gal-(1->3)-beta-GalNAc-(1->4)-[alpha-Neu5Ac-(2->8)-alpha-Neu5Ac-(2->3)]-beta-Gal-(1->4)-beta-Glc-(1<->1')-Cer(d18:1/18:0)(4-).